(S)-6-Fluoro-2-methyl-7-((R)-3-methyl-morpholin-4-yl)-1-[2-oxo-2-(tetrahydro-pyran-4-yl)ethyl]-2-trifluoromethyl-2,3-dihydro-1H-imidazo[1,2-a]-pyrimidin-5-one FC1=C(N=C2N(C1=O)C[C@](N2CC(C2CCOCC2)=O)(C(F)(F)F)C)N2[C@@H](COCC2)C